1-(2-methoxy-5-(trifluoromethoxy)phenyl)-3-(2-(pyrazolo[5,1-b]thiazole-7-carbonyl)-2-azaspiro[3.3]heptan-6-yl)urea COC1=C(C=C(C=C1)OC(F)(F)F)NC(=O)NC1CC2(CN(C2)C(=O)C=2C=NN3C2SC=C3)C1